FC(C(=O)O)(F)F.C1(CC1)C1=C(C(=NO1)C1=NN(C2=C1C(=NC=C2F)N)C(C)C)C=2N=CN(C2)C 3-(5-cyclopropyl-4-(1-methyl-1H-imidazol-4-yl)isoxazol-3-yl)-7-fluoro-1-isopropyl-1H-pyrazolo[4,3-c]pyridin-4-amine 2,2,2-trifluoroacetate salt